OC1=C2C=CC(OC2=CC=C1C=NC1=C(C=CC=C1)C(CCCS(=O)(=O)N)CCCC)(C)C 4-((((5-hydroxy-2,2-dimethyl-2H-chromen-6-yl)methylene)amino)phenyl)octane-1-sulfonamide